C(C)OC(CCC(=O)C1=NC(=CC(=C1O)C#N)CC1=C(C(=CC=C1F)F)F)=O 4-[4-Cyano-6-(2,3,6-trifluoro-benzyl)-3-hydroxy-pyridin-2-yl]-4-oxo-butyric acid ethyl ester